FC1=C(C=CC=C1C[C@@H]1N(CC2(CC2)[C@@H]1NS(=O)(=O)CC)C(=O)[C@@H]1OCC1)C1=C(C=CC=C1)F N-((6S,7S)-6-((2,2'-difluoro-[1,1'-biphenyl]-3-yl)methyl)-5-((R)-oxetane-2-carbonyl)-5-azaspiro[2.4]heptan-7-yl)ethanesulfonamide